C(#N)CC1=CNC2=NC=C(C=C21)C=2C=C1CCOCC1=C(C2)C2N(CCC2)C(=O)OC(C)(C)C Tert-butyl (6-(3-(cyanomethyl)-1H-pyrrolo[2,3-b]pyridin-5-yl)isochroman-8-yl)pyrrolidine-1-carboxylate